C(C)N(C(C)=O)CC N,N-Diethylacetamide